(S)-6-(4-Aminobutoxy)-N-(2-(2-cyano-4,4-difluoropyrrolidin-1-yl)-2-oxoethyl)chinolin-4-carboxamid NCCCCOC=1C=C2C(=CC=NC2=CC1)C(=O)NCC(=O)N1[C@@H](CC(C1)(F)F)C#N